C(C1=CC=CC=C1)OC1=CC=C2C(=CC=NC2=C1)OC1=C(C=C(C=C1)NC(=O)C1(CC1)C(=O)NC1=CC=C(C=C1)F)F 7-(benzyloxy)-4-(2-fluoro-4-(1-((4-fluorophenyl)aminoformyl)cyclopropane-1-carboxamido)phenoxy)quinoline